CC1(C(C2(CCC1)C(C=C(CC2)C)C)=O)C 2,2,7,9-tetramethyl-spiro[5.5]undec-8-en-1-one